O[C@@H](CNC1COC2(C1)CCN(CC2)C(=O)OCC2=CC=CC=C2)COC2=CC(=CC=C2)S(NC)(=O)=O benzyl 3-(((S)-2-hydroxy-3-(3-(N-methylsulfamoyl) phenoxy) propyl) amino)-1-oxa-8-azaspiro[4.5]decane-8-carboxylate